4-amino-1-(4-chlorophenyl)-3-(2-hydroxyquinoxalin-6-yl)-7-(trifluoromethyl)-1,8-naphthyridine NC1=C(CN(C2=NC(=CC=C12)C(F)(F)F)C1=CC=C(C=C1)Cl)C=1C=C2N=CC(=NC2=CC1)O